sulfosuccinimidyl propionate C(CC)(=O)ON1C(C(CC1=O)S(=O)(=O)O)=O